ClC(=CC#N)C1=C(C=CC=C1)F 3-chloro-3-(2-fluorophenyl)acrylonitrile